C12C(C(C(CC1)C2)C(=O)OCC)C(=O)OCC diethyl bicyclo[2.2.1]heptane-2,3-dicarboxylate